C(CCCCCCCCC\C=C/CCCCC)CC(=O)O.N1N=NN=C1C1=CC=C(C=C1)N1C2=C(OCC1)C=C(C=C2)C(=O)N2CCC(CC2)(F)F (4-(4-(1H-tetrazol-5-yl)phenyl)-3,4-dihydro-2H-benzo[b][1,4]oxazin-7-yl)(4,4-difluoropiperidin-1-yl)methanone (Z)-11-Heptadecenyl-acetate